beta-(2-quinolyl)-alanine N1=C(C=CC2=CC=CC=C12)C[C@H](N)C(=O)O